OC(C(=O)[O-])CC(C)C α-hydroxyisocaproate